4-methyl-3,5-octanediol bis(diphenylphosphinite) C1(=CC=CC=C1)P(C1=CC=CC=C1)OC(CC)C(C(CCC)OP(C1=CC=CC=C1)C1=CC=CC=C1)C